(R)-8-(8-((6-amino-3-chloro-2-methyl-pyridin-4-yl)thio)imidazo[1,2-c]pyrimidin-5-yl)-3,3-dimethyl-1-oxa-8-azaspiro[4.5]decan-4-amine NC1=CC(=C(C(=N1)C)Cl)SC=1C=2N(C(=NC1)N1CCC3([C@@H](C(CO3)(C)C)N)CC1)C=CN2